(S)-1-(2-(phenethylamino)pyrimidin-4-yl)pyrrolidine-2-carbonitrile C(CC1=CC=CC=C1)NC1=NC=CC(=N1)N1[C@@H](CCC1)C#N